N1CCC(CC1)C1=CC=C(C#N)C=C1 4-(piperidine-4-yl)benzonitrile